((R)-2-(4-fluoro-2-methylphenyl)pyrrolidin-1-yl)-N-((R,E)-4-(methylsulfonyl)but-3-en-2-yl)benzamide FC1=CC(=C(C=C1)[C@@H]1N(CCC1)C1=C(C(=O)N[C@H](C)\C=C\S(=O)(=O)C)C=CC=C1)C